COC1=C(C(=CC(=C1)OC)OC)CNC(=O)C1CCNCC1 N-[(2,4,6-trimethoxyphenyl)methyl]piperidine-4-carboxamide